4-(4-((1R,5S)-3,8-diazabicyclo[3.2.1]oct-3-yl)-2,8-bis((1-(morpholinomethyl)cyclopropyl)methoxy)-6-nitroquinazolin-7-yl)-5,6-difluoronaphthalen-2-ol [C@H]12CN(C[C@H](CC1)N2)C2=NC(=NC1=C(C(=C(C=C21)[N+](=O)[O-])C2=CC(=CC1=CC=C(C(=C21)F)F)O)OCC2(CC2)CN2CCOCC2)OCC2(CC2)CN2CCOCC2